2-hydroxy-3-methylbenzyladenine OC1=C(CC2=NC(=C3NC=NC3=N2)N)C=CC=C1C